C(C)(C)(C)OC(=O)N1C(C2=CC=CC(=C2C1)B1OC(C(O1)(C)C)(C)C)=O Oxo-4-(4,4,5,5-tetramethyl-1,3,2-dioxaborolan-2-yl)isoindoline-2-carboxylic acid tert-butyl ester